6-methyl-4-[(1-methylcyclopropyl)amino]-N-(6-methylpyridin-3-yl)furo[2,3-d]pyrimidine-5-carboxamide CC1=C(C2=C(N=CN=C2NC2(CC2)C)O1)C(=O)NC=1C=NC(=CC1)C